CN1N=CC(=C1)C=1C=C(C=O)C=CN1 2-(1-methyl-1H-pyrazol-4-yl)isonicotinaldehyde